ClC1=C(C(=CC=C1)Cl)C=1N=C2C=3C=C(C=NC3C=CN2C1)C=1C=NN(C1)COCC[Si](C)(C)C 2-(2,6-Dichlorophenyl)-9-(1-((2-(trimethylsilyl)ethoxy)methyl)-1H-pyrazol-4-yl)imidazo[2,1-f][1,6]naphthyridine